N[C@H]1[C@@H](OCC12CCN(CC2)C2=CN=C1C(=N2)NC=C1)C 3-((3S,4R)-4-amino-3-methyl-2-oxa-8-azaspiro[4.5]dec-8-yl)-5H-pyrrolo[2,3-b]pyrazine